7-(7-bromo-6-methoxy-2-((1-methylpiperidin-4-yl)oxy)quinazolin-4-yl)-2,7-diazaspiro[3.5]Nonane-2-carboxylic acid tert-butyl ester C(C)(C)(C)OC(=O)N1CC2(C1)CCN(CC2)C2=NC(=NC1=CC(=C(C=C21)OC)Br)OC2CCN(CC2)C